ClC1=CC=C(C=C1)C=1N(C(=CC(C1C(=O)OC)=O)CN1N=C(C=C1)C(F)(F)F)CC methyl 2-(4-chlorophenyl)-1-ethyl-4-oxo-6-[[3-(trifluoromethyl) pyrazol-1-yl]methyl]pyridine-3-carboxylate